O1COC2=C1C=CC(=C2)N2C(NN=C2C2=NC(=CC=C2)Cl)=S 4-(Benzo[d][1,3]dioxol-5-yl)-5-(6-chloropyridin-2-yl)-2,4-dihydro-3H-1,2,4-triazole-3-thione